CC1=CC(=NC=C1C=1N=CC2=CC(=NC=C2C1)NC)[C@H](CCC=C)O (1S)-1-{4-methyl-5-[7-(methylamino)-2,6-naphthyridin-3-yl]pyridin-2-yl}pent-4-en-1-ol